FC(C1=C(C(=O)NC(C(=O)O)CCN(CCCCC2=NC=3NCCCC3C=C2)CCOCC)C=CC=C1)F 2-[[2-(difluoromethyl)benzoyl]amino]-4-[2-ethoxyethyl-[4-(5,6,7,8-tetrahydro-1,8-naphthyridin-2-yl)butyl]amino]butanoic acid